3-(3-bromophenyl)-3-(3-(1-ethyl-4-hydroxy-5-methyl-2-oxo-1,2-dihydropyridin-3-yl)ureido)propanoic acid BrC=1C=C(C=CC1)C(CC(=O)O)NC(=O)NC=1C(N(C=C(C1O)C)CC)=O